N-(2-chlorobenzyl)-2-(methoxymethyl)-6-({[2-(trifluoromethyl)phenyl]carbonyl}amino)-1H-benzimidazole-4-carboxamide ClC1=C(CNC(=O)C2=CC(=CC=3NC(=NC32)COC)NC(=O)C3=C(C=CC=C3)C(F)(F)F)C=CC=C1